BrC1=C2C=CC(=C(C2=CC=C1)N1C(C=CC1=O)=O)C(C)C 1-(5-bromo-2-isopropylnaphthalen-1-yl)-1H-pyrrole-2,5-dione